C1(CC1)COC1=C(C=C(COC2=CC=3C4=C(NC3C=C2)C(CC4)CC(=O)O)C=C1)C(F)(F)F 2-(7-(4-(cyclopropylmethoxy)-3-(trifluoromethyl)benzyloxy)-1,2,3,4-tetrahydrocyclopenta[b]indol-3-yl)acetic acid